BrC=1C=CC(=NC1OC)N(S(=O)(=O)C1=CNC2=CC(=CC=C12)Cl)COC N-(5-bromo-6-methoxypyridin-2-yl)-6-chloro-N-(methoxymethyl)-1H-indole-3-sulfonamide